3-(1-oxo-5-(1-((5,6,7,8-tetrahydronaphthalen-1-yl)methyl)piperidin-4-yl)isoindolin-2-yl)piperidine-2,6-dione O=C1N(CC2=CC(=CC=C12)C1CCN(CC1)CC1=CC=CC=2CCCCC12)C1C(NC(CC1)=O)=O